4-(4-Chloro-6-(ethyl-(isopropyl)amino)pyridinylamino)-2-methylbenzoic acid methyl ester COC(C1=C(C=C(C=C1)NC1=NC(=CC(=C1)Cl)N(C(C)C)CC)C)=O